C(CCCCCCC\C=C/C\C=C/CCCCC)(=O)OCCCCCCCCCCCCCCCCCCCC arachidyl linoleate